(1r,3r)-3-(3-bromophenyl)-3-(4-methyl-4H-1,2,4-triazol-3-yl)cyclobutan-1-ol BrC=1C=C(C=CC1)C1(CC(C1)O)C1=NN=CN1C